FC(ON=C1C2=C(N=CN1)N(C=C2)[C@@H]2O[C@@H]([C@H]([C@H]2O)O)[C@H](O)C2=CC(=C(C=C2)Cl)Cl)F 7-((2R,3R,4S,5R)-5-((R)-(3,4-dichlorophenyl)(hydroxy)methyl)-3,4-dihydroxytetrahydrofuran-2-yl)-3,7-dihydro-4H-pyrrolo[2,3-d]pyrimidin-4-one O-difluoromethyl oxime